benzyl 4-(4-(9-(3-amino-6-(2-(methoxymethoxy)phenyl)pyridazin-4-yl)-1-oxa-4,9-diazaspiro[5.5]undecan-4-yl)butyl)piperazine-1-carboxylate NC=1N=NC(=CC1N1CCC2(CN(CCO2)CCCCN2CCN(CC2)C(=O)OCC2=CC=CC=C2)CC1)C1=C(C=CC=C1)OCOC